(Z)-2-((dimethylamino)methyl)-8-fluoro-6-(methoxyimino)indolo[2,1-b]quinazolin-12(6H)-one trifluoroacetate FC(C(=O)O)(F)F.CN(C)CC=1C=C2C(N3C(=NC2=CC1)\C(\C1=CC(=CC=C13)F)=N/OC)=O